O=C1NC(CCC1N1C(C2=CC=C(C=C2C1=O)N1CCN(CC1)CCC1CCN(CC1)C1=CC=C(C=C1)\C(=C(\CC)/C1=CC=CC=C1)\C1=CC=C(C=C1)B(O)O)=O)=O (Z)-(4-(1-(4-(4-(2-(4-(2-(2,6-dioxopiperidin-3-yl)-1,3-dioxoisoindolin-5-yl)piperazin-1-yl)ethyl)piperidin-1-yl)phenyl)-2-phenylbut-1-en-1-yl)phenyl)boronic acid